ClC[C@@H](COC1=C(C=C(C=C1Cl)C(C)(C)C1=CC=C(C=C1)OC[C@@H](CN1CCOCC1)O)Cl)O (R)-1-chloro-3-(2,6-dichloro-4-(2-(4-((R)-2-hydroxy-3-morpholinopropoxy)phenyl)propan-2-yl)phenoxy)propan-2-ol